ClC1=C(OC(C(=O)O)C)C=CC=C1 2-(2-chlorophenoxy)propionic acid